CC([C@@H](C(=O)N1[C@@H](C[C@H](C1)O)C(=O)NC)N1N=NC(=C1)CNC(NC1=NOC(=C1)C)=O)(C)C (2S,4R)-1-[(2S)-3,3-dimethyl-2-[4-[[(5-methylisoxazol-3-yl)carbamoylamino]methyl]triazol-1-yl]butanoyl]-4-hydroxy-N-methyl-pyrrolidine-2-carboxamide